butyl 3-ethynylcyclobutanecarboxylate C(#C)C1CC(C1)C(=O)OCCCC